1-[8-(2-chlorophenyl)-9-(4-chlorophenyl)-2-(3-hydroxypropoxy)purin-6-yl]-4-methyl-piperidine-4-carboxamide ClC1=C(C=CC=C1)C=1N(C2=NC(=NC(=C2N1)N1CCC(CC1)(C(=O)N)C)OCCCO)C1=CC=C(C=C1)Cl